4-(Difluoromethoxy)-3-(3-methyl-6-(pyrazolo[1,5-a]pyrimidin-3-yl)-1H-pyrazolo[4,3-c]pyridin-1-yl)benzenethiol FC(OC1=C(C=C(C=C1)S)N1N=C(C=2C=NC(=CC21)C=2C=NN1C2N=CC=C1)C)F